tert-butyl 4-[6-[3-[(tert-butoxycarbonylamino)methyl]-5-methyl-phenyl]-3-chloro-2-quinolyl]piperazine-1-carboxylate C(C)(C)(C)OC(=O)NCC=1C=C(C=C(C1)C)C=1C=C2C=C(C(=NC2=CC1)N1CCN(CC1)C(=O)OC(C)(C)C)Cl